ClC=1C=C(C=CC1F)NC(N([C@@H](C)C1=CN(C(C2=CC=CC=C12)=O)C)C)=O (S)-3-(3-chloro-4-fluorophenyl)-1-methyl-1-(1-(2-methyl-1-oxo-1,2-dihydroisoquinolin-4-yl)ethyl)urea